5-chloro-1-methyl-1H-pyrazol-4-amine ClC1=C(C=NN1C)N